1-(4-bromophenyl)-3-(4-(hydroxymethyl)tetrahydro-2H-pyran-4-yl)urea BrC1=CC=C(C=C1)NC(=O)NC1(CCOCC1)CO